C(#N)C=1C=C(C=CC1N1CCCC1)C1=CC(C(=CN1C1=CC2=C(N=C(O2)N2CCCC2)C=C1)C(=O)O)=O 6-(3-cyano-4-(pyrrolidin-1-yl)phenyl)-4-oxo-1-(2-(pyrrolidin-1-yl)benzo[d]oxazol-6-yl)-1,4-dihydropyridine-3-carboxylic acid